3,6-bis(4-nitro-2-trifluoromethylphenoxy)benzonorbornene [N+](=O)([O-])C1=CC(=C(OC2C3C4=C(C2CC3)C=C(C=C4)OC4=C(C=C(C=C4)[N+](=O)[O-])C(F)(F)F)C=C1)C(F)(F)F